[Na+].[Na+].O[B-]1(CCC=2C=CC(=C(C2O1)C(=O)O)OC1CN(C1)C(=O)C1=NNC=N1)O.O[B-]1(CCC=2C=CC(=C(C2O1)C(=O)O)OC1CN(C1)C(=O)C1=NNC=N1)O 4,4-dihydroxy-8-{[1-(1H-1,2,4-triazole-3-carbonyl)azetidin-3-yl]oxy}-5-oxa-4-boranuidabicyclo[4.4.0]deca-1(6),7,9-triene-7-carboxylic acid disodium salt